2,3-dihydroxyphenyl-acetone OC1=C(C=CC=C1O)CC(C)=O